N-(3-(5-(((1-acetylpiperidin-4-yl)amino)methyl)-3'-chloro-6-methoxy-[2,4'-bipyridin]-2'-yl)-2-methylphenyl)-4-methoxy-5-((3-(methoxymethyl)azetidin-1-yl)methyl)picolinamide C(C)(=O)N1CCC(CC1)NCC=1C=CC(=NC1OC)C1=C(C(=NC=C1)C=1C(=C(C=CC1)NC(C1=NC=C(C(=C1)OC)CN1CC(C1)COC)=O)C)Cl